2-(6-((4-(5-(3-Fluoro-2-methylphenyl)-3H-imidazo[4,5-b]pyridin-7-yl)-1H-1,2,3-triazol-1-yl)methyl)pyridine-2-yl)propan-2-ol FC=1C(=C(C=CC1)C1=CC(=C2C(=N1)NC=N2)C=2N=NN(C2)CC2=CC=CC(=N2)C(C)(C)O)C